2-chloro-7-(3'-(dimethylamino)-2',3'-dihydrospiro[cyclopropane-1,1'-indene]-6'-yl)-N,N-dimethyl-7H-pyrrolo[2,3-d]pyrimidine-6-carboxamide ClC=1N=CC2=C(N1)N(C(=C2)C(=O)N(C)C)C2=CC=C1C(CC3(C1=C2)CC3)N(C)C